chloro-N,N-bis(4-methoxybenzyl)-2-((6-methylpyridin-2-yl)methyl)-2H-[1,2,3]triazolo[4,5-c]pyridin-4-amine ClC1=CC=2C(C(=N1)N(CC1=CC=C(C=C1)OC)CC1=CC=C(C=C1)OC)=NN(N2)CC2=NC(=CC=C2)C